di-(t-amyl-peroxy)cyclohexane C(C)(C)(CC)OOC1(CCCCC1)OOC(C)(C)CC